C(C)N(CCN)CC N,N-Diethyl-1,2-ethylenediamine